6-(2-chloropyrimidin-4-yl)benzo[d]thiophene ClC1=NC=CC(=N1)C1=CC2=C(C=CS2)C=C1